C(C)(C)(C)OC(=O)N1[C@@H]2[C@H](NC[C@H]1CC2)[C@H](C)OC2=C1C(=NC(=NC1=C(C(=C2Cl)Br)F)Cl)O (1S,2S,5R)-2-((S)-1-((7-bromo-2,6-dichloro-8-fluoro-4-hydroxyquinazolin-5-yl)oxy)ethyl)-3,8-diazabicyclo[3.2.1]octane-8-carboxylic acid tert-butyl ester